2,2'-bipyridine-5,5'-diethanol N1=C(C=CC(=C1)CCO)C1=NC=C(C=C1)CCO